IC1=CN(C(C2=C1N=C(N=C2)SC)=O)CC2=CC=C(C=C2)OC 8-iodo-6-(4-methoxybenzyl)-2-(methylthio)pyrido[4,3-d]pyrimidin-5(6H)-one